6-(5-(4-((1-acetylpiperidin-4-yl)oxy)phenyl)-2-amino-6-fluoropyridin-3-yl)-7-fluoro-3,4-dihydroisoquinolin-1(2H)-one C(C)(=O)N1CCC(CC1)OC1=CC=C(C=C1)C=1C=C(C(=NC1F)N)C=1C=C2CCNC(C2=CC1F)=O